phenyl-2-(3-(9-(pyrimidine-2-yl)-9H-carbazole-2-yl)phenyl)-1H-phenanthro[9,10-d]imidazole C1(=CC=CC=C1)N1C(=NC2=C1C1=CC=CC=C1C=1C=CC=CC12)C1=CC(=CC=C1)C1=CC=2N(C3=CC=CC=C3C2C=C1)C1=NC=CC=N1